NCC1=CC=C(C=C1)COC1=C(C(=NN1C(=O)C1=COC=C1)C1C(N(CC1C)S(=O)(=O)C)=O)C#N 5-{[4-(aminomethyl)phenyl]methoxy}-1-(furan-3-carbonyl)-3-(1-methanesulfonyl-4-methyl-2-oxopyrrolidin-3-yl)-1H-pyrazole-4-carbonitrile